CC1=CC=C(C=C1)C1=NC(=NC(=N1)C(Cl)(Cl)Cl)C(Cl)(Cl)Cl 2-(p-methylphenyl)-4,6-bis(trichloromethyl)-s-triazine